CNCC(C)NC N,N'-dimethylpropylenediamine